N-(4-(bicyclo[3.1.1]heptan-3-yloxy)-3-fluorophenyl)-2-(3,3-diethylazetidin-1-yl)-5-(2-fluoroethyl)oxazole-4-carboxamide C12CC(CC(C1)C2)OC2=C(C=C(C=C2)NC(=O)C=2N=C(OC2CCF)N2CC(C2)(CC)CC)F